tert-butyl (tert-butoxycarbonyl)(5-iodopyrimidin-2-yl)carbamate C(C)(C)(C)OC(=O)N(C(OC(C)(C)C)=O)C1=NC=C(C=N1)I